(7a,17b)-7-[9-[(4,4,5,5,5-pentafluoropentyl)thio]nonyl]-estra-1,3,5(10)-trien-3,17-diol FC(CCCSCCCCCCCCC[C@H]1[C@H]2[C@@H]3CC[C@@H]([C@@]3(C)CC[C@@H]2C=2C=CC(=CC2C1)O)O)(C(F)(F)F)F